5-[(6,7-dichloro-2,2-dioxo-4,9-dihydro-1H-pyrrolo[3,2-h][2,1,3]benzothiadiazin-3-yl)methyl]-1-methyl-pyridin-2-one ClC=1C2=C(C3=C(CN(S(N3)(=O)=O)CC=3C=CC(N(C3)C)=O)C1)NC=C2Cl